[OH-].C(CC1=CC=CC=C1)CC=C[NH+](CCC)CCC phenethylpropenyl-dipropylammonium hydroxide